ClC1=CC=C(CNC([C@@H]2N(CCC2)C(=O)C2=CC(=CC=C2)S(=O)(=O)N2CC(C2)C#N)=O)C=C1 N-(4-chlorobenzyl)-1-((3-((3-cyano-1-azetidinyl)sulfonyl)phenyl)carbonyl)-D-prolinamide